4-methoxy-1-(4-fluorophenyl)-2-oxo-1,2-dihydropyridine-3-carbonyl chloride COC1=C(C(N(C=C1)C1=CC=C(C=C1)F)=O)C(=O)Cl